(S)-4-(2-chloro-5H-pyrrolo[3,2-d]pyrimidin-4-yl)-2-(cyanomethyl)piperazine-1-carboxylic acid benzyl ester C(C1=CC=CC=C1)OC(=O)N1[C@H](CN(CC1)C=1C2=C(N=C(N1)Cl)C=CN2)CC#N